NC=1C2=C(N=CN1)N1C(=C2C2=CC=3C(=NC=CC3)N2)CN(CC1(C)C)C([C@H](C)O)=O (S)-1-(4-amino-9,9-dimethyl-5-(1H-pyrrolo[2,3-b]pyridin-2-yl)-8,9-dihydropyrazino[1',2':1,5]pyrrolo[2,3-d]pyrimidin-7(6H)-yl)-2-hydroxypropan-1-one